(S)-2-((S)-7-(tert-Butoxycarbonyl)-1-oxo-2,7-diazaspiro[4.4]nonan-2-yl)-3-methylbutanoic acid C(C)(C)(C)OC(=O)N1C[C@]2(CCN(C2=O)[C@H](C(=O)O)C(C)C)CC1